Cl.ClC1=C(C=CC=C1)C=1CCCC2=C(C1C1=CC(=CC=C1)OC1CN(C1)CCCF)C=CC(=C2)C(=O)O 8-(2-chlorophenyl)-9-(3-((1-(3-fluoropropyl)azetidin-3-yl)oxy)phenyl)-6,7-dihydro-5H-benzo[7]annulene-3-carboxylic acid hydrochloride